CN1CCN(CC1)C1=CC=C(C=C1)[C@H]1NC[C@@H](CC1)C |r| rac-1-methyl-4-[4-[(2S,5R)-5-methyl-2-piperidyl]phenyl]piperazine